S1C2=C(C(=C1)C[C@H](COC=1C=NC3=CC=CC=C3C1C(=O)OCC1=CC=CC=C1)NC(=O)OC(C)(C)C)C=CC=C2 Benzyl (R)-3-(3-(benzo[b]thiophen-3-yl)-2-((tert-butoxycarbonyl)amino)propoxy)quinoline-4-carboxylate